8-azabicyclo[3.2.1]oct-2-ene-8-sulfonamide C12C=CCC(CC1)N2S(=O)(=O)N